CN1C=C(C=2C1=NC=C(C2C)[N+](=O)[O-])C2=CCN(CC2)C(C(C)C)=O 1-(4-(1,4-dimethyl-5-nitro-1H-pyrrolo[2,3-b]pyridin-3-yl)-5,6-dihydropyridin-1(2H)-yl)-2-methylpropan-1-one